Dihydroxyindolin-hydrobromid Br.OC1N(C2=CC=CC=C2C1)O